COC=1C=C(C=CC1OC)CC(CO)C1=C(C=CC=C1)OC 1-(3,4-dimethoxyphenyl)-3-hydroxy-2-(2-methoxyphenyl)propane